5-(1-(2-fluoroethyl)-1H-benzo[d]imidazol-6-yl)-4-methoxy-N-(2-oxaspiro[3.5]nonan-7-yl)pyrrolo[2,1-f][1,2,4]triazin-2-amine FCCN1C=NC2=C1C=C(C=C2)C=2C=CN1N=C(N=C(C12)OC)NC1CCC2(COC2)CC1